6-{[5-(2-oxopyrrolidin-1-yl)pyridin-2-yl]amino}pyridazine-3-carboxamide O=C1N(CCC1)C=1C=CC(=NC1)NC1=CC=C(N=N1)C(=O)N